7-{6-[(3S)-3-(tert-butylamino)pyrrolidin-1-yl]pyridazin-3-yl}-6-hydroxy-2-methylisoquinolin-1-one C(C)(C)(C)N[C@@H]1CN(CC1)C1=CC=C(N=N1)C1=C(C=C2C=CN(C(C2=C1)=O)C)O